3-hydroxy-3-methylbutyl-6-(1H-pyrazol-4-yl)quinoline-3-carboxamide OC(CCC1=NC2=CC=C(C=C2C=C1C(=O)N)C=1C=NNC1)(C)C